4-[4-[[1-[1-[(2,6-dioxo-3-piperidinyl)carbamoyl]-3-bicyclo[1.1.1]pentyl]-4-piperidinyl]methyl]-1-piperidinyl]benzoic acid tert-butyl ester C(C)(C)(C)OC(C1=CC=C(C=C1)N1CCC(CC1)CC1CCN(CC1)C12CC(C1)(C2)C(NC2C(NC(CC2)=O)=O)=O)=O